(1aR,5aR)-2-(4-Hydroxy-pyridin-2-yl)-1a,2,5,5a-tetrahydro-1H-2,3-diaza-cyclopropa[a]pentalene-4-carboxylic acid ((S)-1-hydroxymethyl-2,2-dimethyl-propyl)-amide OC[C@H](C(C)(C)C)NC(=O)C=1C=2C[C@@H]3[C@H](C2N(N1)C1=NC=CC(=C1)O)C3